carbonate ammonium [NH4+].C([O-])([O-])=O.[NH4+]